2-(3-cyclopropyl-5-{(1S)-1-[3-cyclopropyl-5-(trifluoromethoxy)benzamido]ethyl}-1H-1,2,4-triazol-1-yl)-1,3-thiazole-5-carboxylic acid methyl ester COC(=O)C1=CN=C(S1)N1N=C(N=C1[C@H](C)NC(C1=CC(=CC(=C1)OC(F)(F)F)C1CC1)=O)C1CC1